2,3-dibromoacetophenone C1=CC(=CC(=C1)Br)C(=O)CBr